Cl.C(CCN(CCN)CCN)N(CCN)CCN N1,N1'-(propane-1,3-diyl)bis(N1-(2-aminoethyl)ethane-1,2-diamine) hydrochloride